CN(C1CCC(CC1)NC1=NC=2N(C(C(=NC2C=N1)C=1C(=NC(=CC1)N1C(C(CC1)CC)=O)C)=O)C(C)C)C 2-(((1r,4r)-4-(dimethylamino)cyclohexyl)amino)-6-(6-(3-ethyl-2-oxopyrrolidin-1-yl)-2-methylpyridin-3-yl)-8-isopropylpteridin-7(8H)-one